FC(C)(F)C1=NC(=CC(=N1)NC1=CC(=NC=C1OC(C([2H])([2H])[2H])([2H])[2H])NC(C)=O)CC N-(4-((2-(1,1-difluoroethyl)-6-ethylpyrimidin-4-yl)amino)-5-(ethoxy-d5)pyridin-2-yl)acetamide